N[C@H](CC1=C(C=2N=C(N=C(C2S1)NCC=1SC=CC1)C#N)C#N)C (S)-6-(2-aminopropyl)-4-((thien-2-ylmethyl)amino)thieno[3,2-d]Pyrimidine-2,7-dicarbonitrile